OCC1=C(C2=CC=CC=C2C=C1)C1=C(C=O)C=C(C=C1)OC 2-(2-(hydroxymethyl)naphthalen-1-yl)-5-methoxybenzaldehyde